N1N=CC=2N=CN=C(C21)N[C@H](C(=O)O)CCN(CCCCC2=NC=1NCCCC1C=C2)CCOC2=CC(=CC(=C2)F)F (S)-2-((1H-pyrazolo[4,3-d]pyrimidin-7-yl)amino)-4-((2-(3,5-difluorophenoxy)ethyl)(4-(5,6,7,8-tetrahydro-1,8-naphthyridin-2-yl)butyl)amino)butanoic acid